ClC=1C=C(C=CC1C(=O)N1CC(C1)C(=O)N1CCNCC1)NC(=O)C=1N(C(=CN1)C1=C(C(=C(C=C1)OC)F)F)C N-[3-chloro-4-[3-(piperazine-1-carbonyl)azetidine-1-carbonyl]phenyl]-5-(2,3-difluoro-4-methoxy-phenyl)-1-methyl-imidazole-2-carboxamide